C1(=CC=CC2=CC=CC(=C12)S)S 1,8-Naphthalindithiol